racemic-(4-Fluoro-1H-pyrrolo[2,3-b]pyridin-5-yl)((5R,9S)-2-methyl-3-phenyl-4,5,6,7,8,9-hexahydro-2H-5,9-epiminocycloocta[c]pyrazol-10-yl)methanone FC1=C2C(=NC=C1C(=O)N1[C@H]3CC=4C(=NN(C4C4=CC=CC=C4)C)[C@@H]1CCC3)NC=C2 |r|